O=C1N(CC2=CC(=CC=C12)CN1CCN(CC1)C1=CC=C(C=C1)C(F)(F)F)C1C(NC(CC1)=O)=O 3-(1-oxo-5-((4-(4-(trifluoromethyl)phenyl)piperazin-1-yl)methyl)isoindolin-2-yl)piperidine-2,6-dione